FC=1C(=NC=CC1)C1=NC=2C(=NC=C(C2)C(F)(F)F)N1C 2-(3-fluoropyridin-2-yl)-3-methyl-6-trifluoromethyl-3H-imidazo[4,5-b]pyridine